5-fluoro-6-(1-(8-isobutyl-8-azabicyclo[3.2.1]octan-3-yl)piperidin-4-yl)-1-methyl-2-(4-(methylsulfonyl)phenyl)-1H-benzo[d]imidazole FC1=CC2=C(N(C(=N2)C2=CC=C(C=C2)S(=O)(=O)C)C)C=C1C1CCN(CC1)C1CC2CCC(C1)N2CC(C)C